(4-(methyl(pyridin-2-ylmethyl)amino)piperidin-1-yl)(3,3,5-trimethyl-2,3-dihydro-1H-pyrrolo[3,2-b]pyridin-1-yl)methanone CN(C1CCN(CC1)C(=O)N1CC(C2=NC(=CC=C21)C)(C)C)CC2=NC=CC=C2